2-(3-(3-fluoro-4-methylphenyl)-3-(1,2,4-thiadiazol-5-yl)pyrrolidine-1-carbothioamido)-4-methoxy-N-methylbenzamide FC=1C=C(C=CC1C)C1(CN(CC1)C(NC1=C(C(=O)NC)C=CC(=C1)OC)=S)C1=NC=NS1